5-chloro-2-(2,6-dichloropyridin-4-yl)benzoic acid ClC=1C=CC(=C(C(=O)O)C1)C1=CC(=NC(=C1)Cl)Cl